2,4'-dicarboxybiphenyl C(=O)(O)C1=C(C=CC=C1)C1=CC=C(C=C1)C(=O)O